5-[4-(2-Methanesulfinylbenzoylamino)phenyl]1H-naphtho[1,2-b][1,4]diazepine-2,4(3H,5H)-dione CS(=O)C1=C(C(=O)NC2=CC=C(C=C2)N2C3=C(NC(CC2=O)=O)C2=CC=CC=C2C=C3)C=CC=C1